S(=O)(=O)([O-])OOS(=O)(=O)[O-].[Na+].[Na+] Natrium monopersulfate